The molecule is a branched amino octasaccharide consisting of a pentasaccharide chain of N-acetyl-beta-D-glucosamine, alpha-D-mannose, beta-D-mannose and two further N-acetyl-beta-D-glucosamine residues linked sequentially (1->2), (1->3), (1->4) and (1->4), to the beta-D-mannose residue of which is also linked (1->6) an N-acetyl-beta-D-glucosaminyl-(1->2)-[N-acetyl-beta-D-glucosaminyl-(1->6)]-alpha-D-mannosyl trisaccharide unit. It is an amino octasaccharide and a glucosamine oligosaccharide. CC(=O)N[C@@H]1[C@H]([C@@H]([C@H](O[C@H]1O)CO)O[C@H]2[C@@H]([C@H]([C@@H]([C@H](O2)CO)O[C@H]3[C@H]([C@H]([C@@H]([C@H](O3)CO[C@@H]4[C@H]([C@H]([C@@H]([C@H](O4)CO[C@H]5[C@@H]([C@H]([C@@H]([C@H](O5)CO)O)O)NC(=O)C)O)O)O[C@H]6[C@@H]([C@H]([C@@H]([C@H](O6)CO)O)O)NC(=O)C)O)O[C@@H]7[C@H]([C@H]([C@@H]([C@H](O7)CO)O)O)O[C@H]8[C@@H]([C@H]([C@@H]([C@H](O8)CO)O)O)NC(=O)C)O)O)NC(=O)C)O